O.O.O.S(=O)(=O)(O)O.COC1=CC=C(C=C1)S(=O)(=O)NCC1=CC(=C(C(=C1)CN1CCCC1)O)CN1CCCC1 4-methoxy-N-(3,5-bis-(1-pyrrolidinomethyl)-4-hydroxybenzyl)benzenesulfonamide sulfate trihydrate